NC1=NC=2C=CC(=CC2C2=C1[C@@H](OC2)C)C(=O)N(CC2=NC=C(C=C2)C(F)(F)F)[C@@H]2C(C2)(C)C (3S)-4-amino-N-((1S)-2,2-dimethylcyclopropyl)-3-methyl-N-((5-(trifluoromethyl)-2-pyridinyl)methyl)-1,3-dihydrofuro[3,4-c]quinoline-8-carboxamide